C(CCCC1=CC=CC=C1)NC1=CC=C2C(=N1)C(=CN2)C=2CCN(CC2)C 5-(N-[phenbutyl]amino)-3-(1-methyl-1,2,3,6-tetrahydro-pyridin-4-yl)pyrrolo[3,2-b]pyridine